tetrahydrofurano[3,4-b]pyrazine-2,3(1H,4H)-dione N1C2C(NC(C1=O)=O)COC2